FC(OC1=CC=C(C=C1)N1C2=C(C=C(C1=O)C=1C=NC(=NC1)OC)SC(=N2)OCC)F 4-(4-(difluoromethoxy)phenyl)-2-ethoxy-6-(2-methoxypyrimidin-5-yl)thiazolo[4,5-b]pyridine-5(4H)-one